C(=O)OC=1C=NN(C1)C1=CC=C(C#N)C=C1 4-(4-formyloxy-1H-pyrazol-1-yl)benzonitrile